C1(CCCC1)N1[C@@H](C(N(C=2C=NC(=NC12)NC1=C(C=C(C(=O)NCCCCCCOC2CCNCC2)C=C1)OC)C)=O)CC 4-[[(7R)-8-cyclopentyl-7-ethyl-5-methyl-6-oxo-7H-pteridin-2-yl]amino]-3-methoxy-N-[6-(4-piperidyloxy)hexyl]benzamide